5-(3,4-difluorophenyl)pyridine-3-thiol FC=1C=C(C=CC1F)C=1C=C(C=NC1)S